N1=C(C=CC=C1)C=1N=NN(C1)C1=CC=C(C=C1)C1=CC=C(C=C1)O 4'-(4-(pyridin-2-yl)-1H-1,2,3-triazol-1-yl)-[1,1'-biphenyl]-4-ol